COC(=O)C=1C=2N(C=C(C1)C=C)C(=CN2)Cl 3-chloro-6-vinylimidazo[1,2-a]pyridine-8-carboxylic acid methyl ester